methyl 4-(3-{[3-(4-amino-3-fluorobenzenesulfonyl)phenyl]methyl}cyclobutyl)benzoate NC1=C(C=C(C=C1)S(=O)(=O)C=1C=C(C=CC1)CC1CC(C1)C1=CC=C(C(=O)OC)C=C1)F